N1(CCC1)C[C@H](C)N(C(=O)C1=CC(=NN1C)C1=NC(=NC=C1)NC1=CC(=CC(=C1)OC)OC)C N-[(2S)-1-(azetidin-1-yl)propan-2-yl]-3-{2-[(3,5-dimethoxyphenyl)amino]pyrimidin-4-yl}-N,1-dimethyl-1H-pyrazole-5-carboxamide